6-(cyclopropylmethoxy)-N-[(2S)-1-(3-fluoropropoxy)-4-methylpentan-2-yl]-5-(pyrrolidin-1-yl)pyridine-2-carboxamide C1(CC1)COC1=C(C=CC(=N1)C(=O)N[C@H](COCCCF)CC(C)C)N1CCCC1